N-{3-[5-Cyano-1-(4-fluorophenyl)-1,3-dihydroisobenzofuran-1-yl]-1-propyl}glycine ethyl ester C(C)OC(CNCCCC1(OCC2=CC(=CC=C12)C#N)C1=CC=C(C=C1)F)=O